N-(2-(2-cyano-4,4-difluoropyrrolidin-1-yl)-2-oxoethyl)-3-((4-fluorobenzyl)amino)isonicotinamide C(#N)C1N(CC(C1)(F)F)C(CNC(C1=C(C=NC=C1)NCC1=CC=C(C=C1)F)=O)=O